O1CCC(CC1)CN1C=CC=C1 1-((tetrahydro-2H-pyran-4-yl)methyl)-1H-pyrrole